tert-Butyl (1R,3S,5R)-3-((3-((allyloxy)methyl)-6-bromopyridin-2-yl)carbamoyl)-5-vinyl-2-azabicyclo[3.1.0]hexane-2-carboxylate C(C=C)OCC=1C(=NC(=CC1)Br)NC(=O)[C@H]1N([C@@H]2C[C@@]2(C1)C=C)C(=O)OC(C)(C)C